C[C@]1([C@@H]([C@H]([C@@H]([C@H](O1)CO)O)O)O)O α-methyl-D-glucose